C(C)(=O)C=1C=C(C2=CC=CC=C2C1O)S(=O)(=O)C1(NC=CC(=C1)C(=O)NO)C(=O)N 2-((3-acetyl-4-hydroxynaphthalen-1-yl)sulfonyl)-N4-hydroxypyridine-2,4-diamide